6-methyl-2-(3-(morpholinylmethylene)phenyl)indolizine-7-amide CC1=CN2C=C(C=C2C=C1C(=O)N)C=1CC(C=CC1)=CN1CCOCC1